m-vinylphenylmethane C(=C)C=1C=C(C=CC1)C